ClC1=NC2=CC(=CC=C2C(=C1)C1=C(C=C(C=C1)F)Cl)O[C@@H](C(=O)N1C[C@H](CCC1)CC(=O)NC)C 2-[(3R)-1-[(2R)-2-[[2-chloro-4-(2-chloro-4-fluoro-phenyl)-7-quinolyl]oxy]propanoyl]-3-piperidyl]-N-methyl-acetamide